6-oxohexahydropyrrolo[1,2-a]pyrazine-2(1H)-carboxylate O=C1CCC2N1CCN(C2)C(=O)[O-]